2-amino-3-(4-hydroxy-3-(methylthio)phenyl)propanoic acid NC(C(=O)O)CC1=CC(=C(C=C1)O)SC